C(C1=CC=NC=C1)NC(O)=O.C(N)(O)=O carbamate (isonicotinyl carbamate)